tert-butyl (R)-(1-(2-(1-(2,2-difluoroethyl)-1H-indol-2-yl)-3-methylimidazo[1,2-a]pyridine-7-carbonyl)piperidin-3-yl)carbamate FC(CN1C(=CC2=CC=CC=C12)C=1N=C2N(C=CC(=C2)C(=O)N2C[C@@H](CCC2)NC(OC(C)(C)C)=O)C1C)F